FC1=C(COC2=C(C=C(C=C2)/C=C/C(=O)NC2(CCCC2)C(=O)O)OC)C=C(C=C1)F (E)-1-(3-(4-((2,5-difluorobenzyl)oxy)-3-methoxyphenyl)acrylamido)cyclopentane-1-carboxylic acid